BrC1=NC=CC(=C1)NCC=1N=C2N(C=C(C=C2N2CC3(CN(C3)C(=O)OC(C)(C)C)C2)C2CC2)C1 tert-butyl 6-(2-(((2-bromopyridin-4-yl)amino)methyl)-6-cyclopropylimidazo[1,2-a]pyridin-8-yl)-2,6-diazaspiro[3.3]heptane-2-carboxylate